S=C[C@H](O)[C@@H](O)[C@H](O)CO thioxylose